5-cyclopropylisoxazole C1(CC1)C1=CC=NO1